FC(CCN(C(=O)OCC1=C(N=NN1C)C1=CC=C(C(=N1)C)C#CC1(CC1)CC(=O)O)C)(C)F 2-(1-((6-(5-((((3,3-difluorobutyl)(methyl)carbamoyl)oxy)methyl)-1-methyl-1H-1,2,3-triazol-4-yl)-2-methylpyridin-3-yl)ethynyl)cyclopropyl)acetic acid